C[C@H]1CN([C@@H](CO1)C)CCN1N=CC2=C(C=C(C=C12)C(=O)N)C1=NC(=NN1)C1=CC(=NN1CC)C 1-{2-[(2S,5R)-2,5-dimethylmorpholin-4-yl]ethyl}-4-[3-(1-ethyl-3-methyl-1H-pyrazol-5-yl)-1H-1,2,4-triazol-5-yl]-1H-indazole-6-carboxamide